IC=1C=NN(C1C)C 4-iodo-1,5-dimethyl-1H-pyrazole